NC1=CC=C(C=N1)/C=C/C(=O)NCC=1OC2=C(C1)C=C(C=C2C2=CC=NC=C2)C2=NC=C(C=C2)C(=S)N2CCC(CC2)(F)F (E)-3-(6-aminopyridin-3-yl)-N-((5-(5-(4,4-difluoropiperidine-1-thiocarbonyl)pyridin-2-yl)-7-(pyridin-4-yl)benzofuran-2-yl)methyl)acrylamide